ClC1=NC=2N(C(=C1)Cl)N=CC2[N+](=O)[O-] 5,7-dichloro-3-nitropyrazolo[1,5-a]pyrimidine